COC1=CC=C(C=C1)CN1C(N(CCC1=O)C1=CN=CC2=C(C=CC=C12)N1CCC(CC1)N(C([O-])=O)C)=O N-[1-[4-[3-[(4-methoxyphenyl)methyl]-2,4-dioxo-hexahydropyrimidin-1-yl]-8-isoquinolyl]-4-piperidyl]-N-methyl-carbamate